ClC1=C(C=C(C=2C(=C3N(C12)CCN(C3)C(CC3NCCOC3)=O)C=3C=NNC3)OCC#N)Cl 2-((6,7-Dichloro-2-(2-(morpholin-3-yl)acetyl)-10-(1H-pyrazol-4-yl)-1,2,3,4-tetrahydropyrazino[1,2-a]indol-9-yl)oxy)acetonitrile